1,2-dihydroxyethane-1,2-disulfinic acid OC(C(S(=O)O)O)S(=O)O